trifluoroiodonium sulfonium [SH3+].F[IH+](F)F